N[C@H](CC(=O)O)CC=CC1=CC=CC=C1 (S)-β-amino-6-phenyl-5-hexenoic acid